2,2-dimethyloxetan-3-one CC1(OCC1=O)C